(R)-1-amino-4-((1-(3-(difluoromethyl)-2-fluorophenyl)ethyl)amino)-6-(1-methylcyclopropyl)pyrido[3,4-d]pyridazine-7(6H)-one formate C(=O)O.NC=1C=2C(C(=NN1)N[C@H](C)C1=C(C(=CC=C1)C(F)F)F)=CN(C(C2)=O)C2(CC2)C